C(C)(C)(C)OC(=O)N1CCC(CC1)OCC=1C=NC(=CC1)NCC=1C=C2C=CN=C(C2=CC1)N 4-((6-(((1-aminoisoquinolin-6-yl)methyl)amino)pyridin-3-yl)methoxy)piperidine-1-carboxylic acid tert-butyl ester